CN1C=NC2=C1C=CC(=C2)C2CCN(CC2)C(=O)OC(C)(C)C tert-butyl 4-(1-methyl-1H-benzo[d]imidazol-5-yl)piperidine-1-carboxylate